N1=C(C=CC=C1)C=1C=C(C=CC1)C1=C(C=CC=C1)B(O)O (3-(pyridin-2-yl)phenyl)phenylboronic acid